((2R,4R)-4-Methylazetidin-2-yl)methanol Hydrogen chloride Cl.C[C@@H]1C[C@@H](N1)CO